C1C(CC12CCC2)N[C@@H](C)C(=O)O.C(#N)C=2C=C(CC=1C=CC=NC1)C=CC2 5-(3-cyanobenzyl)pyridine Spiro[3.3]heptan-2-yl-L-alaninate